ClC1=C(C(=CC=C1)C)C1=NOC(=C1CO[C@H]1[C@@H]2CN([C@H](C1)C2)C(=O)OCC2=CC=CC=C2)C2CC2 benzyl (1S,4S,5R)-5-[[3-(2-chloro-6-methylphenyl)-5-cyclopropyl-1,2-oxazol-4-yl] methoxy]-2-azabicyclo[2.2.1]heptane-2-carboxylate